N-[3-(triethoxysilyl)propyl]-2-azidoacetamide C(C)O[Si](CCCNC(CN=[N+]=[N-])=O)(OCC)OCC